4-(2-aminoethyl)phenylsulfonyl fluoride hydrochloride Cl.NCCC1=CC=C(C=C1)S(=O)(=O)F